7-(furan-3-yl)-2-(3-hydroxy-3-methylbutyl)-2H-indazole O1C=C(C=C1)C1=CC=CC2=CN(N=C12)CCC(C)(C)O